C1(CC1)S(=O)(=O)C=1C=C2CN(C(C2=CC1)C(=O)NC1=CC=C(C=C1)C(C(F)(F)F)(C(F)(F)F)O)C(=O)[C@H]1OCCC1 5-(Cyclopropylsulfonyl)-N-[4-(1,1,1,3,3,3-hexafluoro-2-hydroxypropan-2-yl)phenyl]-2-[(2S)-tetrahydrofuran-2-ylcarbonyl]-2,3-dihydro-1H-isoindol-1-carboxamid